O1CCC2=C1C(=CC=C2)C[C@@H]2N(CCCCC2)C2=CC(=CC(N2)=O)N2CCOCC2 (R)-6-(2-((2,3-dihydrobenzofuran-7-yl)methyl)azepan-1-yl)-4-morpholinopyridin-2(1H)-one